(1R,3R)-3-(Trifluoromethyl)cyclobutane-1-carbaldehyde FC(C1CC(C1)C=O)(F)F